6-chloro-N-[4-chloro-5-(2,2-difluoroethoxy)pyrimidin-2-yl]-1H-indole-3-sulfonamide ClC1=CC=C2C(=CNC2=C1)S(=O)(=O)NC1=NC=C(C(=N1)Cl)OCC(F)F